(S)-1-(3-(benzothien-3-yl)-2-(dimethylamino)propyl)-3-(3-hydroxybenzyl)urea S1C=C(C2=C1C=CC=C2)C[C@@H](CNC(=O)NCC2=CC(=CC=C2)O)N(C)C